FC1=C(C(=CC(=C1)OC1=NC=CC=C1)F)C=1C=C2C=NC=NC2=C(C1)C1N(CCC1)C(C#CC)=O 1-(2-(6-(2,6-difluoro-4-(pyridin-2-yloxy)phenyl)quinazolin-8-yl)pyrrolidin-1-yl)but-2-yn-1-one